1-(1-(2',4',6'-trimethyl-[1,1'-biphenyl]-4-yl)butyl)-1H-imidazole-5-carboxylic acid methyl ester COC(=O)C1=CN=CN1C(CCC)C1=CC=C(C=C1)C1=C(C=C(C=C1C)C)C